CC1([C@H](C1)C(=O)N1CC2(C1)CN(C[C@H]2C(=O)OC(C)(C)C)C2=NC=CC1=C2SC=N1)C (S)-tert-butyl 2-((S)-2,2-dimethylcyclopropanecarbonyl)-6-(thiazolo[5,4-c]pyridin-4-yl)-2,6-diazaspiro[3.4]octane-8-carboxylate